5-methyl-2-thiouridine lead [Pb].CC=1C(NC(N([C@H]2[C@H](O)[C@H](O)[C@@H](CO)O2)C1)=S)=O